pentakis(pentamethylcyclopentadienyl)trichlorozirconium CC1=C(C(=C(C1(C)[Zr](Cl)(Cl)(Cl)(C1(C(=C(C(=C1C)C)C)C)C)(C1(C(=C(C(=C1C)C)C)C)C)(C1(C(=C(C(=C1C)C)C)C)C)C1(C(=C(C(=C1C)C)C)C)C)C)C)C